FC1=CC(=C(NC=2C3=C(N=CN2)SC(=N3)C(=O)NCCCN3CCCC3)C=C1)OC(C)C 7-(4-fluoro-2-isopropoxy-anilino)-N-(3-pyrrolidin-1-ylpropyl)thiazolo[5,4-d]pyrimidine-2-carboxamide